O=S1(CCC1)=O 1,1-dioxothietane